BrC1=CC2=CN(N=C2C(=C1)CO)C (5-bromo-2-methyl-indazol-7-yl)methanol